(1-{4-[(3S)-2,3-dihydro[1,4]dioxino[2,3-b]pyridin-3-yl]benzyl}piperidin-4-yl)methanol O1C[C@@H](OC2=NC=CC=C21)C2=CC=C(CN1CCC(CC1)CO)C=C2